ClC1=CC=C2CCC(CC2=C1)C(=O)O 7-chloro-1,2,3,4-tetrahydronaphthalene-2-carboxylic acid